(P)-tert-Butyl (2R,5S)-4-(1-(2-allyl-6-isopropylphenyl)-6,7-dichloro-2-oxo-1,2-dihydropyrido[2,3-d]pyrimidin-4-yl)-2,5-dimethylpiperazine-1-carboxylate C(C=C)C1=C(C(=CC=C1)C(C)C)N1C(N=C(C2=C1N=C(C(=C2)Cl)Cl)N2C[C@H](N(C[C@@H]2C)C(=O)OC(C)(C)C)C)=O